(4-((((2S,5S)-5-(hydroxymethyl)-2-isopropyl-1-methyl-3-oxo-1,2,3,4,5,6-hexahydrobenzo[e][1,4]diazocin-9-yl)oxy)methyl)phenyl)methanaminium trifluoroacetate FC(C(=O)[O-])(F)F.OC[C@@H]1CC2=C(N([C@H](C(N1)=O)C(C)C)C)C=C(C=C2)OCC2=CC=C(C=C2)C[NH3+]